ClC(C1=NC(=NO1)C1=CC=C(CP(N2CCCCC2)(C)=O)C=C1)(F)F (4-(5-(chlorodifluoromethyl)-1,2,4-oxadiazol-3-yl)benzyl)(methyl)(piperidin-1-yl)phosphine oxide